1-methyl-6-oxo-1,6-dihydro-[3,4'-bipyridin]-3'-carbaldehyde CN1C=C(C=CC1=O)C1=C(C=NC=C1)C=O